N-((1R,2S)-8'-(azetidin-1-yl)-2-methyl-4'H-spiro[cyclopropane-1,5'-naphtho[2,1-d]isoxazol]-3'-yl)-4-(4-ethylpiperazine-1-carbonyl)-2,6-dimethoxybenzenesulfonamide N1(CCC1)C1=CC=C2[C@]3(CC=4C(=NOC4C2=C1)NS(=O)(=O)C1=C(C=C(C=C1OC)C(=O)N1CCN(CC1)CC)OC)[C@H](C3)C